dimethyl-6,6'-bis(diphenylphosphino)Biphenyl CC=1C(=C(C(=CC1)P(C1=CC=CC=C1)C1=CC=CC=C1)C1=CC=CC=C1P(C1=CC=CC=C1)C1=CC=CC=C1)C